Cl.NC1=CC=C(C=C1)C1=C(C(=C(S1)N(C(=O)OC)CC1=C(C=CC=C1F)F)C(=O)OCC)CN(C)C ethyl 5-(4-aminophenyl)-2-((2,6-difluorobenzyl)(methoxycarbonyl)amino)-4-((dimethylamino)methyl)thiophene-3-carboxylate hydrochloride